4-(2,3-dihydroxypropyl)-6-chloro-3-oxo-3,4-dihydropyrazine-2-carboxamide OC(CN1C(C(=NC(=C1)Cl)C(=O)N)=O)CO